2-(4-methylcyclohexyl)-2-(3,3-dichloro-3-fluoropropyl)-1,3-diethoxypropane CC1CCC(CC1)C(COCC)(COCC)CCC(F)(Cl)Cl